ClC1=CC(=C(C=C1)N(S(=O)(=O)C=1C=CC2=C(C(=C(O2)C(=O)OCC)C)C1)CC)CN(CC=1OC=CC1)C(CC1=CC=CC=C1)=O ethyl 5-(N-(4-chloro-2-((N-(furan-2-ylmethyl)-2-phenylacetylamino) methyl) phenyl)-N-ethylsulfamoyl)-3-methylbenzofuran-2-carboxylate